BrC=1C(=C(NC1C=O)C(=O)OCC)I ethyl 4-bromo-5-formyl-3-iodo-1H-pyrrole-2-carboxylate